ClC1=CC=C(C=C1)NC(=O)N1[C@@H](C[C@@H](C1)OC)C(=O)O (2S,4S)-1-(4-chlorophenyl-carbamoyl)-4-methoxypyrrolidine-2-carboxylic acid